FC(C=1C(NN=CC1)=O)(F)F 4-(trifluoromethyl)pyridazin-3-one